Tetraethyl propane-1,3-diylbis(phosphonate) C(CCP(OCC)(OCC)=O)P(OCC)(OCC)=O